C1(CC1)C1=CC2=C(N(C(N=C2N2[C@H](CN(CC2)C(=O)OC(C)(C)C)C)=O)C=2C(=NC=CC2C)C(C)C)N=C1C1=C(C(=CC=C1)C)OC tert-butyl (S)-4-(6-cyclopropyl-1-(2-isopropyl-4-methylpyridin-3-yl)-7-(2-methoxy-3-methylphenyl)-2-oxo-1,2-dihydropyrido[2,3-d]pyrimidin-4-yl)-3-methylpiperazine-1-carboxylate